Methyl (E)-3-(2-(thiazol-5-yl)vinyl)benzoate S1C=NC=C1/C=C/C=1C=C(C(=O)OC)C=CC1